methyl (E)-3-(3-((1S,2R,4R)-N-((2-fluoro-4-(1-methyl-1H-indazol-5-yl)phenyl)methyl-d)bicyclo[2.2.1]heptane-2-carboxamido)phenyl)acrylate FC1=C(C=CC(=C1)C=1C=C2C=NN(C2=CC1)C)C(N(C(=O)[C@H]1[C@H]2CC[C@@H](C1)C2)C=2C=C(C=CC2)/C=C/C(=O)OC)[2H]